(S)-1-(4-(tert-Butoxycarbonyl)piperazine-1-carbonyl)piperidine-3-carboxylic acid C(C)(C)(C)OC(=O)N1CCN(CC1)C(=O)N1C[C@H](CCC1)C(=O)O